C(C)(C)SC1=NC=CC=C1C=1C=C2CCN(C(C2=CC1)=O)CCC(=O)O 3-[6-(2-isopropylsulfanyl-pyridin-3-yl)-1-oxo-3,4-dihydro-1H-isoquinolin-2-yl]-propionic acid